7-bromo-1-isopropyl-1H-indazole BrC=1C=CC=C2C=NN(C12)C(C)C